Trans-tert-butyl N-{5-azaspiro[2.4]heptan-1-yl}carbamate C1(CC12CNCC2)NC(OC(C)(C)C)=O